3-(3-(dimethylamino)-1-(3-methoxyphenyl)propyl)-6-(1H-pyrazol-4-yl)quinazolin-4(3H)-one CN(CCC(C1=CC(=CC=C1)OC)N1C=NC2=CC=C(C=C2C1=O)C=1C=NNC1)C